(((5,5-difluoro-2,2-dimethoxycyclohexyl)oxy)methyl)benzene FC1(CCC(C(C1)OCC1=CC=CC=C1)(OC)OC)F